C(C)(=O)OCCCC=CCCCCC=CCCC tetradec-4,10-dien-1-yl acetate